[Cl-].CC=CC(=O)OCC[N+](C)(C)C [2-(methylacryloyloxy)ethyl]trimethylammonium chloride